ClC1=C(COC2=CC=C(O2)CO)C=CC(=C1)Cl (5-((2,4-dichlorobenzyl)oxy)furan-2-yl)methanol